BrC1=CN(NC(=C1)Cl)C 4-bromo-6-chloro-2-methylpyridazin